(E)-1,3-diethyl-7-methyl-8-(4-(piperidin-4-yloxy)styryl)-1H-purine-2,6(3H,7H)-dione C(C)N1C(N(C=2N=C(N(C2C1=O)C)\C=C\C1=CC=C(C=C1)OC1CCNCC1)CC)=O